NC=1N=C(SC1C(=O)C1=CC(=NO1)C(=O)NC(COC)C)N(C1=CC=C(C=C1)F)C(C(=O)N)C 5-[4-Amino-2-(N-(2-amino-1-methyl-2-oxoethyl)-4-fluoroanilino)thiazol-5-carbonyl]-N-(2-methoxy-1-methyl-ethyl)isoxazol-3-carboxamid